ClC1=C(CS(=O)(=O)C2=NN=C3N2C(=CC(N3)=O)CCC)C(=CC=C1)F 3-[(2-chloro-6-fluorobenzyl)sulfonyl]-5-propyl-[1,2,4]triazolo[4,3-a]pyrimidin-7(8H)-one